C(=O)C1=C(C=CC(=C1)O)B(O)O (2-formyl-4-hydroxyphenyl)boronic acid